3-bromo-5-(trifluoromethoxy)-benzoic acid BrC=1C=C(C(=O)O)C=C(C1)OC(F)(F)F